CN1CCC2=C(C=CC=C12)C1=CC=2C=NN(C(C2CC1)=O)C1=NC=CC=N1 6-(1-methylindolin-4-yl)-2-(pyrimidin-2-yl)-7,8-dihydrophthalazin-1(2H)-one